2-iodo-N-phenyl-benzamide IC1=C(C(=O)NC2=CC=CC=C2)C=CC=C1